The molecule is a monocarboxylic acid anion obtained by deprotonation of the carboxy group, both sulfate groups and sulfamic acid group of HP_dp02_0009. It is a monocarboxylic acid anion, an organic sulfamate oxoanion, an organosulfate oxoanion and a carbohydrate acid derivative anion. It is a conjugate base of a HP_dp02_0009. C1=C(O[C@H]([C@@H]([C@H]1O)OS(=O)(=O)[O-])O[C@@H]2[C@H](O[C@@H]([C@@H]([C@H]2O)NS(=O)(=O)[O-])O)COS(=O)(=O)[O-])C(=O)[O-]